Benzyl 4-(5-(3-(2-(3-(tert-butoxy)-3-oxopropoxy)ethyl)phenyl)-2-methyl-3-phenylpyrazolo[1,5-a]pyrimidin-7-yl)piperazine-1-carboxylate C(C)(C)(C)OC(CCOCCC=1C=C(C=CC1)C1=NC=2N(C(=C1)N1CCN(CC1)C(=O)OCC1=CC=CC=C1)N=C(C2C2=CC=CC=C2)C)=O